ClC1=CN=C(S1)NC(=O)C1=C(C=CC=C1)OC([C@H]([C@H](CC)C)N)=O (2S,3S)-[2-[(5-chlorothiazol-2-yl) carbamoyl] phenyl]-2-amino-3-methylvalerate